(E)-N1,N1,N2,N2-tetramethyldiazene-1,2-dicarboxamide CN(C(=O)\N=N\C(=O)N(C)C)C